FC1=C(C=C(C(=C1)C)C1=CC2=C(N=C(N=C2)NC=2C=NN(C2)C)N2C1=NCC2)NC(C2=NC=CC(=C2)C(C)(C)O)=O N-(2-fluoro-4-methyl-5-(2-((1-methyl-1H-pyrazol-4-yl)amino)-8,9-dihydroimidazo[1',2':1,6]pyrido[2,3-d]pyrimidin-6-yl)phenyl)-4-(2-hydroxypropan-2-yl)picolinamide